NC1=NC(=C(C(=N1)O)CCO)C 2-amino-5-(2-hydroxyethyl)-6-methylpyrimidine-4-ol